(3S,5S,8R,9S,10R,13R,14S,17R)-5,14-dihydroxy-10,13-dimethyl-17-(2-oxo-2H-pyran-5-yl)hexadecahydro-1H-cyclopenta[a]phenanthren-3-yl (2-morpholinoethyl) carbonate C(O[C@H]1CC[C@@]2([C@H]3CC[C@@]4([C@H](CC[C@@]4([C@@H]3CC[C@@]2(C1)O)O)C=1C=CC(OC1)=O)C)C)(OCCN1CCOCC1)=O